methyl 2-((1-(6-methyl-1-oxo-2-(2-azaspiro[3.5]nonan-7-yl)isoindolin-4-yl)ethyl)amino)benzoate trichloroacetate ClC(C(=O)O)(Cl)Cl.CC1=CC(=C2CN(C(C2=C1)=O)C1CCC2(CNC2)CC1)C(C)NC1=C(C(=O)OC)C=CC=C1